5'-methyl-2'-((7-methyl-[1,2,4]triazolo[1,5-a]pyridin-6-yl)amino)-5',7'-dihydrospiro[cyclohexane-1,8'-imidazo[1,2-e]purin]-4-one CN1C=2N(C=3N=C(N=CC13)NC=1C(=CC=3N(C1)N=CN3)C)C3(CN2)CCC(CC3)=O